benzyl (imino(5-(((2S,4S)-4-(trifluoromethyl)pyrrolidine-2-carboxamido)-methyl)-thiophen-3-yl)methyl)carbamate N=C(C1=CSC(=C1)CNC(=O)[C@H]1NC[C@H](C1)C(F)(F)F)NC(OCC1=CC=CC=C1)=O